C1(CCCC1)N(C(=O)OCC=1C(=NOC1C1=CC=C(O[C@@H]2CCCOC2)C=C1)C)C |r| (±)-cis-5-(4-(4-(((Cyclopentyl(methyl)carbamoyl)oxy)methyl)-3-methyl-isoxazol-5-yl)phenoxy)tetrahydro-2H-pyran